C1(CC1)N1N=CC(=C1)[C@H]1OCC[C@H](C1)C=1N=C(C=2N(C(C(=C(N2)C)F)=O)C1)C1=C(C=C(C=C1)F)F 7-((2S,4R)-2-(1-cyclopropyl-1H-pyrazol-4-yl)tetrahydro-2H-pyran-4-yl)-9-(2,4-difluorophenyl)-3-fluoro-2-methyl-4H-pyrazino[1,2-a]pyrimidin-4-one